C(C1=CC=CC=C1)OCC1(N(C[C@@H](C1)F)C)C(=O)OC methyl (4R)-2-(benzyloxymethyl)-4-fluoro-1-methyl-pyrrolidine-2-carboxylate